ethylcyanosulfonic acid C(C)OS(=O)(=O)C#N